tert-butyl (4R)-7-bromo-4-methyl-3,4-dihydro-1H-isoquinoline-2-carboxylate BrC1=CC=C2[C@H](CN(CC2=C1)C(=O)OC(C)(C)C)C